NC1=NC2=C(C=C(C1)C(N(CCC)CCC)=O)C=CC(=C2)C=2C=C(C=CC2)S(=O)(=O)N2CC(C2)CNC([O-])=O [[1-[3-[2-amino-4-(dipropylcarbamoyl)-3H-1-benzazepin-8-yl]phenyl]sulfonylazetidin-3-yl]methyl]carbamate